2-[(6-chloro-5-fluoro-3-pyridinyl)oxy]-N-[trans-2-[5-[cis-3-(trifluoromethoxy)cyclobutyl]-1,3,4-oxadiazol-2-yl]-1,3-dioxan-5-yl]acetamide ClC1=C(C=C(C=N1)OCC(=O)N[C@H]1CO[C@@H](OC1)C=1OC(=NN1)[C@@H]1C[C@@H](C1)OC(F)(F)F)F